FC=1C=C(C=C(C1SC1=NN=C(N1CC=1OC=CC1)C1=CC=NC=C1)F)C(=O)NO 3,5-difluoro-4-[[4-(2-furylmethyl)-5-(4-pyridyl)-1,2,4-triazol-3-yl]sulfanyl]benzenecarbohydroxamic acid